(S)-2-(5-(3,5-dimethylisoxazol-4-yl)-1-(1-(pyridin-2-yl)ethyl)-1H-pyrrolo[2,3-b]pyridin-3-yl)pyrimidine-4-carboxylic acid CC1=NOC(=C1C=1C=C2C(=NC1)N(C=C2C2=NC=CC(=N2)C(=O)O)[C@@H](C)C2=NC=CC=C2)C